4-(6,7-dihydro-5H-pyrrolo[1,2-c]imidazol-5-yl)-3-methylbenzonitrile C1=C2N(C=N1)C(CC2)C2=C(C=C(C#N)C=C2)C